COC1=NC=CC(=N1)C1=CC=2C=NC(=CC2N1COCC[Si](C)(C)C)NC1CCOCC1 2-(2-methoxypyrimidin-4-yl)-N-tetrahydropyran-4-yl-1-(2-trimethylsilylethoxymethyl)pyrrolo[3,2-c]pyridin-6-amine